ClC=1C(=C(N)C=CC1)F 3-chloro-2-fluoro-aniline